ClC1=C(C=C(C=C1)N1CC2(COC2)C1)F 6-(4-chloro-3-fluorophenyl)-2-oxa-6-azaspiro[3.3]heptane